mono-octyl-dihexyl-phosphine oxide C(CCCCCCC)P(CCCCCC)(CCCCCC)=O